BrC=1C=C(CN2CCCC2)C=CC1 1-(3-bromobenzyl)pyrrolidine